ClC1=NC(=C2C(=N1)NN=C2)NC2CCCC2 6-chloro-4-(cyclopentylamino)-1H-pyrazolo[3,4-d]pyrimidine